C(C=C)NC(CN(C(C(Cl)Cl)=O)CC=C)=O N1,N2-diallyl-N2-dichloroacetylglycine amide